2-(2-chloro-5-cyanophenyl)-N-{3-sulfamoyl-4-[4-(trifluoromethyl)-1H-pyrazol-1-yl]phenyl}acetamide ClC1=C(C=C(C=C1)C#N)CC(=O)NC1=CC(=C(C=C1)N1N=CC(=C1)C(F)(F)F)S(N)(=O)=O